CNC1=NC=2N(C3=CC=CC=C13)C(=NN2)C N,1-dimethyl-[1,2,4]triazolo[4,3-a]quinazolin-5-amine